5-(2,4-dichlorobenzyl)-3-[3-(2-fluoro-3-methylphenoxy)-6-methylpyridazin-4-yl]-5,6-dihydro-4H-1,2,4-oxadiazine ClC1=C(CC2NC(=NOC2)C2=C(N=NC(=C2)C)OC2=C(C(=CC=C2)C)F)C=CC(=C1)Cl